OC1=C(C(=O)NC2=CC(=NC=C2)C(=O)O)C=C(C=C1S(=O)(=O)O)O 4-(2,5-dihydroxy-3-sulfobenzamido)picolinic acid